Cl.C1(=CC=CC=C1)P(OCC([C@H](C[C@H]1C(NCC1)=O)N)=O)(=O)C1=CC=CC=C1 (S)-3-amino-2-oxo-4-((S)-2-oxopyrrolidin-3-yl)butyl diphenylphosphinate hydrochloride